2-[(S)-(2,5-dichloro-1,3-thiazol-4-yl)sulfinyl]acetic acid ClC=1SC(=C(N1)[S@@](=O)CC(=O)O)Cl